C(C)N(CCCC(C)NCCCCCC(=O)OCC(CCCCCCCC)CCCCCC)CCO 2-hexyldecyl 6-((5-(ethyl(2-hydroxyethyl)amino)pentan-2-yl)amino)hexanoate